3-[(2-chlorophenyl)methyl]-5-[difluoro(phenyl)methyl]-7-[3-(methyldisulfanyl)pyrrolidin-1-yl]-3H-[1,2,3]triazolo[4,5-d]pyrimidine ClC1=C(C=CC=C1)CN1N=NC2=C1N=C(N=C2N2CC(CC2)SSC)C(C2=CC=CC=C2)(F)F